N[C@H]1CS(C2=C(N(C1=O)CC1=CC=C(C=C1)OC(F)(F)F)C=C(C(=C2)F)C=2OC(=NN2)C(CC#C)(C)C)(=O)=O (3R)-3-amino-7-[5-(1,1-dimethylbut-3-ynyl)-1,3,4-oxadiazol-2-yl]-8-fluoro-1,1-dioxo-5-[[4-(trifluoromethoxy)phenyl]methyl]-2,3-dihydro-1lambda6,5-benzothiazepin-4-one